methyl (1S,2S)-2-(((2-methyl-6-(1-methyl-5-(((4-phenylpyrimidin-2-yl)amino)methyl)-1H-pyrazol-4-yl)pyridin-3-yl)oxy)methyl)cyclohexane-1-carboxylate CC1=NC(=CC=C1OC[C@@H]1[C@H](CCCC1)C(=O)OC)C=1C=NN(C1CNC1=NC=CC(=N1)C1=CC=CC=C1)C